C(C)(C)(C)S(=O)N=C1C2=CC=CC(=C2CC12CCNCC2)C 1-((tert-butylsulfinyl)imino)-4-methyl-1,3-dihydrospiro[indene-2,4'-piperidine]